C(C)(C)(C)OC(=O)N1C(=NC2=C1C=CC=C2CC(C)C)CN2C(C(=CC=C2)NC([C@H](CC\C=C\C(=O)N)NC(=O)OC)=O)=O tert-Butyl-(S,E)-2-((3-(7-amino-2-((methoxycarbonyl)-amino)-7-oxohept-5-enamido)-2-oxopyridin-1(2H)-yl)methyl)-4-isobutyl-1H-benzo[d]imidazol-1-carboxylat